CC1=C(C=C(C=C1)S(=O)(=O)O)C Xylenesulfonate